OC1=C(C=C2C3=C(C(OC2=C1)=O)C1=C(O3)C=CC=C1)CC=C(C)C 3-hydroxy-6-oxo-2-(3-methyl-but-2-en-1-yl)-benzofurano[3,2-c]chromen